2-([1,1'-biphenyl]-2-yl-(cyclopropylmethyl)amino)-2-oxoacetic acid C1(=C(C=CC=C1)N(C(C(=O)O)=O)CC1CC1)C1=CC=CC=C1